CC1=NOC(=N1)C12CCC(CC1)(CC2)CN(C(=O)C2CCCCC2)C=2C=C(C=CC2)C=2OC=C(N2)C(=O)OCC ethyl 2-(3-(N-((4-(3-methyl-1,2,4-oxadiazol-5-yl)bicyclo[2.2.2]octan-1-yl)methyl)cyclohexanecarboxamido)phenyl)oxazole-4-carboxylate